5-[5-(aminomethyl)pyrimidin-2-yl]-6-(2-methyl-5-pyridin-2-ylpyrazol-3-yl)oxypyridine-2-carbonitrile NCC=1C=NC(=NC1)C=1C=CC(=NC1OC=1N(N=C(C1)C1=NC=CC=C1)C)C#N